OC1=C(C=C(C=C1C(C)(C)C)C)N1N=C2C(=N1)C=CC=C2 2-(2'-hydroxy-3'-tert-butyl-5-methylphenyl)benzotriazole